C(C)(C)(C)OC(=O)NC=1C(=CC2=C(OC[C@@H](N2C(=O)OCC2=CC=CC=C2)C)N1)CC1=CC=C(C=C1)F benzyl (S)-6-((tert-butoxycarbonyl)amino)-7-(4-fluorobenzyl)-2-methyl-2,3-dihydro-1H-pyrido[2,3-b][1,4]oxazine-1-carboxylate